5-fluoro-2-methoxy-3-(oxazol-4-yl)aniline Tert-butyl-(R)-2-isopropylpiperazine-1-carboxylate C(C)(C)(C)OC(=O)N1[C@@H](CNCC1)C(C)C.FC=1C=C(C(=C(N)C1)OC)C=1N=COC1